tert-butyl (S)-4-phenyl-1,2,3-oxathiazinane-3-carboxylate 2,2-dioxide C1(=CC=CC=C1)[C@H]1N(S(OCC1)(=O)=O)C(=O)OC(C)(C)C